C(C)OC(CCC(=O)C1=NC(=CC(=C1O)Br)CC1=CC(=CC=C1)Cl)=O 4-[4-Bromo-6-(3-chloro-benzyl)-3-hydroxy-pyridin-2-yl]-4-oxo-butyric acid ethyl ester